C1(CC1)C=1C=CC=2N(C1)N=C(C2S(=O)(=O)CC)NCC2=NC=C(C=C2C(=O)O)C(F)(F)F 2-[[(6-cyclopropyl-3-ethylsulfonyl-pyrazolo[1,5-a]pyridin-2-yl)amino]methyl]-5-(trifluoromethyl)pyridine-3-carboxylic acid